C(C=C)(=O)N1CC2=CC(=CC=C2C[C@@H]1C(=O)OC)C1=CC=C(C=C1)C(F)(F)F methyl (R)-2-acryloyl-7-(4-(trifluoromethyl)phenyl)-1,2,3,4-tetrahydroisoquinoline-3-carboxylate